N-(3-bromo-1-methyl-1H-pyrrolo[2,3-c]pyridin-5-yl)acetamide BrC1=CN(C2=CN=C(C=C21)NC(C)=O)C